ClC=1C(=C(C=C(C1)Cl)NC(=O)NC1=CC(=CC(=C1)OC)Cl)CCO 1-[3,5-dichloro-2-(2-hydroxyethyl)phenyl]-3-(3-chloro-5-methoxyphenyl)urea